5-(2,4-difluorophenyl)-N-(3-(2-((2-(3-fluoro-5-methoxyphenyl)propan-2-yl)amino)-2-oxoethyl)-1-(4-hydroxy-4-methylcyclohexyl)azetidin-3-yl)isoxazole-3-carboxamide FC1=C(C=CC(=C1)F)C1=CC(=NO1)C(=O)NC1(CN(C1)C1CCC(CC1)(C)O)CC(=O)NC(C)(C)C1=CC(=CC(=C1)OC)F